CNCC(C1=CC=C(C=C1)O)C2(CCCCC2)O The molecule is a secondary amino compound that is N-methylethanamine substituted by a 1-hydroxycyclohexyl and a 4-hydroxyphenyl group at position 1. It is a metabolite of the drug venlafaxine. It has a role as a marine xenobiotic metabolite and a drug metabolite. It is a member of cyclohexanols, a member of phenols and a secondary amino compound.